2-methyl-7-p-tert-butyl-phenylindene tert-butyl-(cis-4-((4-([1,1'-biphenyl]-3-yl)-5-chloropyrimidin-2-yl)amino)cyclohexyl)carbamate C(C)(C)(C)N(C(O)=O)[C@@H]1CC[C@@H](CC1)NC1=NC=C(C(=N1)C=1C=C(C=CC1)C1=CC=CC=C1)Cl.CC=1CC2=C(C=CC=C2C1)C1=CC=C(C=C1)C(C)(C)C